1-(5Z,8Z,11Z,14Z,17Z-eicosapentaenoyl)-2-(9Z-tetradecenoyl)-glycero-3-phospho-(1'-sn-glycerol) CCCC/C=C\CCCCCCCC(=O)O[C@H](COC(=O)CCC/C=C\C/C=C\C/C=C\C/C=C\C/C=C\CC)COP(=O)(O)OC[C@H](CO)O